C(C)(=O)C1=CC=C(C=C1)NC(=O)N1CCC(CC1)NC1=NC(=NC=C1Cl)NC=1C=C2C=NC(C2=CC1)=O N-(4-Acetylphenyl)-4-({5-chloro-2-[(1-oxoisoindol-5-yl)amino]pyrimidin-4-yl}amino)piperidine-1-carboxamide